C1(CCC1)N1CCN(CC1)C=1C=CC(=NC1)C1=NNC(=C1C(C)C)C=1C=C(C=2N(C1)N=CN2)OC 6-(3-(5-(4-Cyclobutylpiperazin-1-yl)pyridin-2-yl)-4-isopropyl-1H-pyrazol-5-yl)-8-methoxy-[1,2,4]triazolo[1,5-a]pyridine